N-(3-(5-trifluoromethyl-2-(3-methoxyphenylamino)pyrimidin-4-ylamino)phenyl)acrylamide FC(C=1C(=NC(=NC1)NC1=CC(=CC=C1)OC)NC=1C=C(C=CC1)NC(C=C)=O)(F)F